3-(thiophen-2-yl)prop-2-enamide S1C(=CC=C1)C=CC(=O)N